2-oxopyrimidin O=C1NC=CC=N1